(2S,4R)-1-((R)-2-(6-Aminohexanoylamino)-3-((6-aminohexyl)thio)-3-methylbutyryl)-4-hydroxy-N-(4-(4-methylthiazol-5-yl)benzyl)pyrrolidine-2-carboxamide NCCCCCC(=O)N[C@H](C(=O)N1[C@@H](C[C@H](C1)O)C(=O)NCC1=CC=C(C=C1)C1=C(N=CS1)C)C(C)(C)SCCCCCCN